C1(CC1)[C@@H](C)NC1=NN2C(C=N1)=C(C=C2)C=2C=C1C(=NC2)N=C(N1C(C)C)C (R)-N-(1-cyclopropylethyl)-5-(1-isopropyl-2-methyl-1H-imidazo[4,5-b]pyridin-6-yl)pyrrolo[2,1-f][1,2,4]triazin-2-amine